CN(C=1SC2=C(N1)C=C(C=C2)C2=NC(=NC=C2F)N)C (4-(2-(dimethylamino)benzothiazol-5-yl)-5-fluoropyrimidin-2-yl)amine